Cl.N1CCC(CC1)CC1=CC=C(C(=O)OC)C=C1 methyl 4-(4-piperidylmethyl)benzoate hydrochloride